ClC=1C(=CC(=C(C1)S(=O)(=O)N(C1=NC(=CC=C1)F)CC1=C(C=C(C=C1)OC)OC)F)N[C@@H](C)C1=C(C=CC=C1)Cl (S)-5-chloro-4-((1-(2-chlorophenyl)ethyl)amino)-N-(2,4-dimethoxybenzyl)-2-fluoro-N-(6-fluoropyridin-2-yl)benzenesulfonamide